3-(2-isopropylphenyl)-1-(3-methoxy-4-(oxetan-3-yloxy)benzyl)piperazine C(C)(C)C1=C(C=CC=C1)C1CN(CCN1)CC1=CC(=C(C=C1)OC1COC1)OC